CNC1C2C=CC(C1NC)C2 Rac-trans-N2,N3-dimethylbicyclo[2.2.1]hept-5-ene-2,3-diamine